Cl.O=C1N(C(C2=CC=CC=C12)=O)CCCCCCCCCCCNC=1C=CC(N(C1)CC(=O)OCC)=O Ethyl 2-(5-((11-(1,3-dioxoisoindolin-2-yl)undecyl)amino)-2-oxopyridin-1(2H)-yl)acetate hydrochloride